[Si](C1=CC=CC=C1)(C1=CC=CC=C1)(C(C)(C)C)OC1=CC=C(CCNC2=C(C=C(C#N)C=C2)[N+](=O)[O-])C=C1 4-((4-((tert-Butyldiphenylsilyl)oxy)phenethyl)amino)-3-nitrobenzonitrile